6-((3S)-3-butyl-6-methoxy-1,2,3,4-tetrahydroisoquinolin-1-yl)quinoline C(CCC)[C@@H]1NC(C2=CC=C(C=C2C1)OC)C=1C=C2C=CC=NC2=CC1